NC1=CC=C(C(=N1)C)CNC([C@H](C)NC(=O)[C@@H]1N(CC[C@@H](C1)C1=CC=CC=C1)CC)=O (2R,4S)-N-((S)-1-(((6-amino-2-methylpyridin-3-yl)methyl)amino)-1-oxopropan-2-yl)-1-ethyl-4-phenylpiperidine-2-carboxamide